(1-benzylpiperidin-4-yl)-1-(4-(piperidin-4-yl)phenyl)propan-1-one (3-(trifluoromethyl)phenyl)-6,7-dihydropyrazolo[1,5-a]pyrazine-5(4H)-carboxylate FC(C=1C=C(C=CC1)OC(=O)N1CC=2N(CC1)N=CC2)(F)F.C(C2=CC=CC=C2)N2CCC(CC2)C(C(=O)C2=CC=C(C=C2)C2CCNCC2)C